2,5-diformyl-furan tert-butyl-(S)-4-[(3-cyanophenyl)phenylmethyl]-3-(hydroxymethyl)-1-piperazinecarboxylate C(C)(C)(C)OC(=O)N1C[C@H](N(CC1)C(C1=CC=CC=C1)C1=CC(=CC=C1)C#N)CO.C(=O)C=1OC(=CC1)C=O